BrCCC1=CC=C(C=C1)O 4-(2-bromoethyl)-phenol